3-chloro-N-(4-methoxybenzyl)pyridin-2-amine ClC=1C(=NC=CC1)NCC1=CC=C(C=C1)OC